4-(1-butylpentyl)pyridinium C(CCC)C(CCCC)C1=CC=[NH+]C=C1